ClC=1C=C(C=C(C1)C=1C=CC=C2C=CC=NC12)C=1C=CC=C2C=CC=NC12 8,8'-(5-chloro-1,3-phenylene)bisquinoline